CNC=1SC(=C(N1)C(F)(F)F)C1=CC(=NC=C1C#N)NC1CCN(CC1)S(=O)(=O)C 4-(2-(methylamino)-4-(trifluoromethyl)thiazol-5-yl)-6-((1-(methylsulfonyl)piperidin-4-yl)amino)nicotinonitrile